6-Chloro-5-cyclohexylmethylsulfanyl-1H-benzoimidazol ClC=1C(=CC2=C(NC=N2)C1)SCC1CCCCC1